C(C1=CC=CC=C1)(=O)N1C(N(C=CC1=O)C1C(N(CC1)C1=CC=C(C=C1)OCCOCCOCCO)=O)=O 3-benzoyl-1-(1-(4-(2-(2-(2-hydroxyethoxy)ethoxy)ethoxy)phenyl)-2-oxopyrrolidin-3-yl)pyrimidine-2,4(1H,3H)-dione